2-(2,6-dimethylpyridin-4-yl)-5-(piperidin-4-yl)-1H-indole CC1=NC(=CC(=C1)C=1NC2=CC=C(C=C2C1)C1CCNCC1)C